FC=1C(=CC(=C(NCC#CC=2C=C(C3=C(N(C=N3)CC(F)(F)F)C2)C(=O)N[C@@H]2[C@H](CN(CC2)CC(=O)NC)C)C1)OC)S(=O)(=O)C 6-[3-(5-Fluoro-2-methoxy-4-methylsulfonyl-anilino)prop-1-ynyl]-N-[(3S,4S)-3-methyl-1-[2-(methylamino)-2-oxo-ethyl]-4-piperidyl]-1-(2,2,2-trifluoroethyl)benzimidazole-4-carboxamide